CN1N=NC(=C1NC(OC(C)C=1C(=NC=C(C1)Br)Cl)=O)C1=NC(=C(C=C1)NS(=O)(=O)C)C 1-(5-bromo-2-chloro-pyridin-3-yl)ethyl (1-methyl-4-(6-methyl-5-(methyl-sulfonamido)pyridin-2-yl)-1H-1,2,3-triazol-5-yl)carbamate